(3S,7aS)-3-(((5-(difluoromethyl)pyrazin-2-yl)oxy)methyl)tetrahydro-1H-pyrrolizine FC(C=1N=CC(=NC1)OC[C@@H]1CCC2=CCCN12)F